FC1=C(C=C(C=C1)O)C1=C(C(=NC=2C=C(CCC12)C1=C(N=CS1)C)N1CC2(CN(C2)C(C=C)=O)CC1)C#N 4-(2-fluoro-5-hydroxyphenyl)-7-(4-methyl-1,3-thiazol-5-yl)-2-(2-(2-propenoyl)-2,6-diazaspiro[3.4]octan-6-yl)-5,6-dihydro-3-quinolinecarbonitrile